NC1=NC=CC=C1C1=NC=2C(=NC(=CC2)C2=CC=CC=C2)N1C1=CC=C(C=C1)CNC1=NC=CC(=C1)C=1C=CC(=C(C=O)C1)O 5-{2-[({4-[2-(2-aminopyridin-3-yl)-5-phenylimidazo[4,5-b]pyridin-3-yl]phenyl}methyl)amino]pyridin-4-yl}-2-hydroxybenzaldehyde